C(#N)[C@H](C[C@H]1C(NCCC1)=O)NC(=O)[C@H]1N(C[C@@H]2[C@H]1CC(C2)(F)F)C(=O)C=2NC1=CC=CC(=C1C2)F (1S,3aS,6aR)-N-((S)-1-cyano-2-((S)-2-oxopiperidin-3-yl)ethyl)-5,5-difluoro-2-(4-fluoro-1H-indole-2-carbonyl)octahydrocyclopenta[c]pyrrole-1-carboxamide